FC1=C(C=CC=C1F)N=C=O 2,3-difluorophenylisocyanate